ClC=1C=C2C(=C(C=NC2=CC1)NC(CC(=O)OC)=O)N[C@H]1C[C@H](OCC1)C Methyl 3-((6-chloro-4-(((2R,4R)-2-methyltetrahydro-2H-pyran-4-yl)amino)quinolin-3-yl)amino)-3-oxopropanoate